1-benzyl-3-(2,6-diisopropylphenyl)-4,5-dimethyl-imidazol-2-ylidenecopper(I) chloride C(C1=CC=CC=C1)N1C(N(C(=C1C)C)C1=C(C=CC=C1C(C)C)C(C)C)=[Cu-2]Cl